C(N)(OC1(CC(C1)C(C)(C)O)C(C)(C)C)=O tert-butyl(3-(2-hydroxypropan-2-yl)cyclobutyl) carbamate